ClC1=CC=C(C=N1)N1CCN(CC1)CC=1C=C2CN(C(C2=CC1)=O)N1C(NC(CC1)=O)=O 1-(5-((4-(6-chloropyridin-3-yl)piperazin-1-yl)methyl)-1-oxoisoindolin-2-yl)dihydropyrimidine-2,4(1H,3H)-dione